FC1=C(C=CC(=C1)F)[C@@](CN1N=CN=C1)([C@@H](C)SSC1=NC=CC=C1)O (2R,3R)-2-(2,4-difluorophenyl)-3-(pyridin-2-yldisulfaneyl)-1-(1H-1,2,4-triazol-1-yl)butan-2-ol